trans-4-[5-[4-([4-[2-(azetidin-3-yloxy)ethyl]piperazin-1-yl]methyl)phenyl]-2-[(3,3,3-trifluoropropyl)amino]-7H-pyrrolo[2,3-d]pyrimidin-7-yl]cyclohexan-1-ol hydrochloride Cl.N1CC(C1)OCCN1CCN(CC1)CC1=CC=C(C=C1)C1=CN(C=2N=C(N=CC21)NCCC(F)(F)F)[C@@H]2CC[C@H](CC2)O